2-(naphthalen-1-yl)-4-phenyl-6-(2-(2'-(pyridin-3-yl)spiro[cyclohexane-1,9'-fluoren]-5'-yl)phenyl)-1,3,5-triazine C1(=CC=CC2=CC=CC=C12)C1=NC(=NC(=N1)C1=CC=CC=C1)C1=C(C=CC=C1)C1=C2C=3C=CC(=CC3C3(C2=CC=C1)CCCCC3)C=3C=NC=CC3